C1(=CC=CC=C1)C1=CC(N(C=N1)C[C@@H]1CCN(CC12CCCC2)C(=O)N2[C@@H](C[C@@H](CC2)NCC2=NC=CC=C2)C2=CC=CC=C2)=O 6-Phenyl-3-(((R)-7-((2S,4R)-2-phenyl-4-((pyridin-2-ylmethyl)amino)piperidine-1-carbonyl)-7-azaspiro[4.5]decan-10-yl)methyl)pyrimidin-4(3H)-one